(R,Z)-6-(6,7-dihydroxy-3,7-dimethyloct-2-en-1-yl)-5-hydroxy-3,7-bis(methoxymethoxy)-2-(4-(methoxymethoxy)phenyl)-4H-chromen-4-one O[C@H](CC\C(=C/CC=1C(=C2C(C(=C(OC2=CC1OCOC)C1=CC=C(C=C1)OCOC)OCOC)=O)O)\C)C(C)(C)O